N[C@@H](CC(=O)O)C1=C(C(=NC=C1)NC1=C(C(=CC=C1)C1=NC=CC(=C1Cl)C1=NC(=C(C=C1)CNC[C@H]1NC(CC1)=O)OC)Cl)F (S)-3-amino-3-(2-((2-chloro-3-(3'-chloro-6-methoxy-5-(((((S)-5-oxopyrrolidin-2-yl)methyl)amino)methyl)-[2,4'-bipyridin]-2'-yl)phenyl)amino)-3-fluoropyridin-4-yl)propanoic acid